cumarin O1C(=O)C=CC2=CC=CC=C12